C(N)(=O)NS(=O)(=O)C N-carbamoyl-methanesulfonamide